[Mn](=O)(=O)([O-])[O-].[Ba+2].[La+3] lanthanum-barium manganate